(R)-6-Chloro-1-(4-(2-methoxyethoxy)-6-(3-methoxytetrahydrofuran-3-yl)pyridin-2-yl)-3-(methyl-d3)-1H-pyrazolo[4,3-c]pyridine ClC1=CC2=C(C=N1)C(=NN2C2=NC(=CC(=C2)OCCOC)[C@]2(COCC2)OC)C([2H])([2H])[2H]